FC(C(=O)C1=C(C(=CC=C1)OCOC)F)(F)F 2,2,2-trifluoro-1-[2-fluoro-3-(methoxymethoxy)phenyl]ethane-1-one